1-(1-((cyclohexanecarbonyl)oxy)-2-methylpropyl)-5-(4-(hexyloxy)-1,2,5-thiadiazol-3-yl)-1-methyl-1,2,3,6-tetrahydropyridin-1-ium iodide 1-Chloro-2-methylpropyl-cyclohexanecarboxylate ClC(C(C)C)OC(=O)C1CCCCC1.[I-].C1(CCCCC1)C(=O)OC(C(C)C)[N+]1(CCC=C(C1)C1=NSN=C1OCCCCCC)C